NC=1C(N(C2=CC(=CC=C2C1)Br)C1=CC=C(C=C1)C(C)O)=O amino-1-(4-(1-hydroxyethyl)phenyl)-2-oxo-7-bromo-1,2-dihydroquinoline